C(C1=CC=CC=C1)OC=1C=C2CCNC(C2=C(C1OC)OC)\C=C\C1=CC2=C(OCO2)C=C1C 6-benzyloxy-7,8-dimethoxy-1-[(E)-2-(6-methyl-1,3-benzodioxol-5-yl)vinyl]-1,2,3,4-tetrahydroisoquinoline